C(=O)(OCC1=CC=CC=C1)N[C@@H](CCCN)C(=O)O CBz-ornithine